C1(CC1)C=1N=NC=2C3=C(C=C(C2C1)S(=O)(=O)NCC(C)(C)F)[C@@H](CC3)N3C(=NN=C3)NC=3N(N=C(C3)C)C (7R)-3-cyclopropyl-7-[3-[(2,5-dimethylpyrazol-3-yl)amino]-1,2,4-triazol-4-yl]-N-(2-fluoro-2-methylpropyl)-8,9-dihydro-7H-cyclopenta[H]cinnoline-5-sulfonamide